1,3-Dimethylbenz-imidazolium hydrogen carbonate C(O)([O-])=O.C[N+]1=CN(C2=C1C=CC=C2)C